C(C)(C)(C)OC(N(C)N1C(=NC2=C1C=CC(=C2)C(F)(F)F)NC2=CNC1=C(C=C(C=C21)F)F)=O {2-[(5,7-difluoro-1H-indol-3-yl)amino]-5-(trifluoromethyl)-1H-benzo[d]imidazol-1-yl}(methyl)carbamic acid tert-butyl ester